C(C1=CC=CC=C1)OC=1C(C=CN2N([C@H]3N(C(C21)=O)CCOC3)[C@H](C3=C(C=CC=C3)SC)C3=CC(=C(C=C3)F)F)=O (12aR)-7-benzyloxy-12-[(S)-(3,4-difluorophenyl)(2-methylsulfanylphenyl)methyl]-3,4,12,12a-tetrahydro-1H-[1,4]oxazino[3,4-c]pyrido[2,1-f][1,2,4]triazine-6,8-dione